[Cl-].[C@@H]1(C[C@H](O)[C@@H](CO)O1)N1C(=O)NC(=O)C=C1 2'-deoxyuridine chloride